C1NCC12CC(C2)CC2=CC(=C(C#N)C=C2)C(F)(F)F 4-(2-azaspiro[3.3]heptan-6-ylmethyl)-2-(trifluoromethyl)benzonitrile